(S)-5-(4-fluorophenyl)dihydrofuran-2(3H)-one FC1=CC=C(C=C1)[C@@H]1CCC(O1)=O